C1(CC1)CN1C(=NN(C1=O)CCNC(C1=C(C=CC=C1)C(F)(F)F)=O)C(F)(F)F N-[2-[4-(cyclopropylmethyl)-4,5-dihydro-5-oxo-3-(trifluoromethyl)-1H-1,2,4-triazol-1-yl]ethyl]-2-(trifluoromethyl)benzamide